5-(3-(dimethylamino)azetidin-1-yl)-6-(2-fluoroethoxy)quinazolin-4-amine CN(C1CN(C1)C1=C2C(=NC=NC2=CC=C1OCCF)N)C